C1(=CC=CC=C1)C(CN\C(=N/C1=CC=CC=C1)\C1=CSC=C1)C1=CC=CC=C1 (Z)-N-(2,2-diphenylethyl)-N'-phenylthiophene-3-carboximidamide